methyl 4-(3-(sec-butyl)-2-oxo-2,3,4,5-tetrahydro-1H-benzo[1,4]diazepine-4-carbonyl)piperazine-1-carboxylate C(C)(CC)C1C(NC2=C(CN1C(=O)N1CCN(CC1)C(=O)OC)C=CC=C2)=O